BrC1=CC=CN2C(=C(C=C12)C#CCN(C(OC(C)(C)C)=O)C1=NC=C(C=C1)P(=O)(C)C)SC(F)(F)F tert-butyl N-(3-{8-bromo-3-[(trifluoromethyl)sulfanyl]indolizin-2-yl}prop-2-yn-1-yl)-N-[5-(dimethylphosphoryl)pyridin-2-yl]carbamate